[Li].FS(=O)(=O)F fluorosulfone lithium